Cl.NC[C@H]1CN(CCN1)C1=C(C=CC(=C1C(F)(F)F)OC1=C(C=CC=C1)F)NC(=O)C1=NN(C=C1)CC(F)F N-{2-[(3S)-3-(aminomethyl)piperazin-1-yl]-4-(2-fluorophenoxy)-3-(trifluoromethyl)phenyl}-1-(2,2-difluoroethyl)-1H-pyrazole-3-carboxamide monohydrochloride